4-(4-fluoro-N-methyl-anilino)-3-methyl-piperidine-1-carboxylic acid tert-butyl ester C(C)(C)(C)OC(=O)N1CC(C(CC1)N(C1=CC=C(C=C1)F)C)C